CN1CCN(CC1)C1=C(C=CC=C1)C(F)(F)F 4-Methyl-1-[o-(trifluoromethyl)phenyl]piperazine